(1r,3r)-3-((4-methyl-4H-1,2,4-triazol-3-yl)methyl)-3-(3-(6-((3-methylazepan-1-yl)methyl)-1-oxo-4-(trifluoromethyl)isoindolin-2-yl)phenyl)cyclobutane-1-carbonitrile CN1C(=NN=C1)CC1(CC(C1)C#N)C1=CC(=CC=C1)N1C(C2=CC(=CC(=C2C1)C(F)(F)F)CN1C[C@@H](CCCC1)C)=O